N-((4R,5S,7R,8R,9S,10R)-8,10-dihydroxy-7-(hydroxymethyl)-9-(4-(3,4,5-Trifluorophenyl)-1H-1,2,3-triazol-1-yl)-1,6-dioxaspiro[4.5]decan-4-yl)benzo[b]thiophene-3-carboxamide O[C@H]1[C@H](O[C@@]2([C@@H](CCO2)NC(=O)C=2C3=C(SC2)C=CC=C3)[C@@H]([C@H]1N1N=NC(=C1)C1=CC(=C(C(=C1)F)F)F)O)CO